O=C1C=CC2(C1)CCN(CC2)C(=O)OC(C)(C)C 1,1-Dimethylethyl 3-oxo-8-azaspiro[4.5]dec-1-ene-8-carboxylate